4-bromo-2-methyl-1-(phenylsulfonyl)-1H-indole BrC1=C2C=C(N(C2=CC=C1)S(=O)(=O)C1=CC=CC=C1)C